OC1=C(C(=O)NNC(CCCCCCCCCCC(=O)NNC(C2=C(C=CC=C2)O)=O)=O)C=CC=C1 1-N',12-N'-bis(2-hydroxybenzoyl)dodecanedihydrazide